diazabicyclo[5.4.0]Undec-7-ene C1CCNN2CCCC=C2C1